C1=CC=CC=2C3=CC=CC=C3N(C12)C1=C(C(=C(C(=C1C1=CC=C(C=C1)N1C2=CC=C(C=C2C=2C=C(C=CC12)C)C)C#N)N1C2=CC=CC=C2C=2C=CC=CC12)C1=NC(=NC(=N1)C1=CC=CC=C1)C1=CC=CC=C1)C1=CC=C(C=C1)N1C2=CC=C(C=C2C=2C=C(C=CC12)C)C 2',5'-di(9H-carbazol-9-yl)-4,4''-bis(3,6-dimethyl-9H-carbazol-9-yl)-6'-(4,6-diphenyl-1,3,5-triazin-2-yl)-[1,1':3',1''-terphenyl]-4'-carbonitrile